ClC1=C(C(=CC2=C1N=C(S2)C2=C1N=CC(=NC1=CC(=C2)C)COC)O)F 4-chloro-5-fluoro-2-(2-(methoxymethyl)-7-methylquinoxalin-5-yl)benzo[d]thiazol-6-ol